NC1(CC1)COCNC(CNC(OCC1C2=CC=CC=C2C=2C=CC=CC12)=O)=O (9H-fluoren-9-yl)methyl (2-((((1-aminocyclopropyl)methoxy)methyl)amino)-2-oxoethyl)carbamate